7-chloro-N-[3-cyanobicyclo[1.1.1]pentan-1-yl]-1-[[2-(trimethylsilyl)ethoxy]methyl]indole-2-carboxamide ClC=1C=CC=C2C=C(N(C12)COCC[Si](C)(C)C)C(=O)NC12CC(C1)(C2)C#N